C(C1=CC=CC=C1)OC1=CC(=NC2=CC=CN=C12)Cl 4-benzyloxy-2-chloro-1,5-naphthyridine